3-anilinoquinazolin-4(3H)-one N(C1=CC=CC=C1)N1C=NC2=CC=CC=C2C1=O